COC([C@H](NC=O)CC1=CC=C(C=C1)O)=O (R)-N-formyl-tyrosine methyl ester